((1S,2aS,7bS)-2a-methyl-1-(pyridin-2-yl)-2,2a-dihydrobenzo[b]cyclobuta[d]thiophen-7b(1H)-yl)(p-tolyl)methanone C[C@]12[C@](C3=C(S1)C=CC=C3)([C@H](C2)C2=NC=CC=C2)C(=O)C2=CC=C(C=C2)C